S1CC=C2C1=C1C(=[SiH]2)C=CS1 Dithieno[3,2-b:2',3'-d]silole